C1=CC=C(C2=CC=CC=C12)S(=O)(=O)ON=C(C(F)(F)F)C1=CC=CC=C1 2,2,2-trifluoro-1-phenylethanone O-(4-naphthylsulfonyl)oxime